FC=1C(=NC(=NC1)NC1=CC=C(C=N1)C1CCN(CC1)C(=O)OC(C)(C)C)C1=CC2=C(OCCN2C(C)C)C(=C1)F tert-butyl 4-(6-((5-fluoro-4-(8-fluoro-4-isopropyl-3,4-dihydro-2H-benzo[b][1,4]oxazin-6-yl)pyrimidin-2-yl)amino)pyridin-3-yl)piperidine-1-carboxylate